NCCNC(C=C)=O N-β-aminoethyl-acrylamide